N1=CC(=C2N1C=CC=C2)C2=CC=CC(=N2)C2CN(CC2)C(=O)OC(C)(C)C tert-butyl 3-(6-(pyrazolo[1,5-a]pyridin-3-yl)pyridin-2-yl)pyrrolidine-1-carboxylate